CS(=O)(=O)N(S(=O)(=O)C)C1=CC=C(C=C1)B(O)O (4-(N,N-dimethyl-sulfonylamino)phenyl)boronic acid